3-((4-(2-chloro-4-fluorophenyl)-1-oxo-1,2-dihydroisoquinolin-7-yl)(methyl)amino)propanamide ClC1=C(C=CC(=C1)F)C1=CNC(C2=CC(=CC=C12)N(CCC(=O)N)C)=O